6-(6'-chlorospiro[cyclopropane-1,3'-pyrrolo[3,2-c]pyridin]-1'(2'H)-yl)-2-(1,1-difluoroethyl)-N,N-dimethylpyrimidin-4-amine ClC1=CC2=C(C=N1)C1(CN2C2=CC(=NC(=N2)C(C)(F)F)N(C)C)CC1